NC1=NC=NN2C1=CC=C2[C@]2([C@@H]([C@@H]([C@H](O2)COP(=O)(OC2=CC=CC=C2)N[C@@H](C)C(=O)OCC2CCC2)O)O)C#N cyclobutylmethyl ((((2R,3S,4R,5R)-5-(4-aminopyrrolo[2,1-f][1,2,4]triazin-7-yl)-5-cyano-3,4-dihydroxytetrahydrofuran-2-yl)methoxy)(phenoxy)phosphoryl)-L-alaninate